O=C(CC1=CC=C(C=C1)S(=O)(=O)Cl)C 4-(2-oxopropyl)benzenesulfonyl chloride